FC1=C(C=C(C=C1)C=C1OC(C2=CC=CC=C12)=O)N1C(C(C2=CC=CC=C12)(C)O)=O 1-(2-fluoro-5-((3-oxoisobenzofuran-1(3H)-ylidene)methyl)phenyl)-3-hydroxy-3-Methyl-indolin-2-one